FC1([C@@H]([C@H](CCC1)N1CCN(CC1)C(C)C)NC(CC=1C(=C(C=CC1)C1=CC(=CC(=C1)F)F)F)=O)F N-((1R,6S)-2,2-difluoro-6-(4-isopropylpiperazin-1-yl)cyclohexyl)-2-(2,3',5'-trifluoro-[1,1'-biphenyl]-3-yl)acetamide